ClC1=C(C(=CC=C1)Cl)C=1OC(=C(N1)C(=O)N)NC1=CC(=C(C=C1)C(=O)N1CCS(CC1)(=O)=O)F 2-(2,6-dichlorophenyl)-5-[3-fluoro-4-(1,1-dioxo-1,4-thiazinane-4-carbonyl)anilino]-oxazole-4-carboxamide